C(C)NNCC 1,2-diethyl-hydrazine